Tert-Butyl (2-(4-(6-methoxypyridin-3-yl)phenyl)cyclopropyl)carbamate COC1=CC=C(C=N1)C1=CC=C(C=C1)C1C(C1)NC(OC(C)(C)C)=O